C(C1=CC=CC=C1)C1C2(C3=CC=CC=C3C1)CCC(CC2)(C(=O)O)NC2=CC(=CC=C2)Cl (1r,4r)-2'-benzyl-4-(3-chloroanilino)-2',3'-dihydrospiro[cyclohexane-1,1'-indene]-4-carboxylic acid